tert-Butyl 7-(7-bromo-5-isopropylbenzo[d]oxazol-2-yl)-3-oxa-7,9-diazabicyclo[3.3.1]nonane-9-carboxylate BrC1=CC(=CC=2N=C(OC21)N2CC1COCC(C2)N1C(=O)OC(C)(C)C)C(C)C